6,7-Dichloro-1-methyl-4-(1-(5-(trifluoromethyl)pyrimidin-2-yl)piperidin-4-yl)-1,4-diHydropyrido[2,3-b]pyrazine-2,3-dione ClC=1C(=CC2=C(N(C(C(N2C)=O)=O)C2CCN(CC2)C2=NC=C(C=N2)C(F)(F)F)N1)Cl